C(\C=C\C1=CC(O)=C(O)C=C1)(=O)C(N(C(\C=C\C1=CC(O)=C(O)C=C1)=O)C(\C=C\C1=CC(O)=C(O)C=C1)=O)CCCNCCCN tricaffeoyl-spermidine